2-ethylpyridine nitrogen [N].C(C)C1=NC=CC=C1